OC(=O)C(F)(F)F.C(C)OC([C@H](F)ON1[C@@H]2C=C([C@H](N(C1=O)C2)CN)C)=O (2S)-2-[[(2S,5r)-2-(aminomethyl)-3-methyl-7-oxo-1,6-diazabicyclo-[3.2.1]oct-3-en-6-yl]oxy]-2-fluoro-acetic acid ethyl ester TFA salt